2-(Isopropylsulfonyl)aniline C(C)(C)S(=O)(=O)C1=C(N)C=CC=C1